tert-butyl 4-((2-bromo-6-methoxyphenoxy)methyl)-3,6-dihydropyridine-1(2H)-carboxylate BrC1=C(OCC=2CCN(CC2)C(=O)OC(C)(C)C)C(=CC=C1)OC